methyl benzo[d]imidazole-6-carboxylate N1=CNC2=C1C=C(C=C2)C(=O)OC